FC=1C(=C2CN(C(C2=CC1)=O)C1C(NC(CC1)=O)=O)N1C(C(NC(C1([2H])[2H])([2H])[2H])([2H])[2H])([2H])[2H] 3-(5-fluoro-1-oxo-4-(piperazin-1-yl-2,2,3,3,5,5,6,6-d8)isoindolin-2-yl)piperidine-2,6-dione